(S)-(4-((4-borono-2-methoxybenzyl)(5,6-diamino-6-oxohexyl)carbamoyl)-2-fluorophenyl)boronic acid B(O)(O)C1=CC(=C(CN(C(=O)C2=CC(=C(C=C2)B(O)O)F)CCCC[C@@H](C(=O)N)N)C=C1)OC